bis(2-(2-(2-methoxyethoxy) ethoxy) ethyl) monoiodophosphate P(=O)(OCCOCCOCCOC)(OCCOCCOCCOC)I